N-(1-(o-tolyl)vinyl)acetamide C1(=C(C=CC=C1)C(=C)NC(C)=O)C